ICC(C(COC(C(F)(F)F)(C)C)NC([O-])=O)=O (4-iodo-3-oxo-1-((1,1,1-trifluoro-2-methylpropan-2-yl)oxy)butan-2-yl)carbamate